2-cyclopropyl-N-(quinolin-8-yl)pyridine-4-sulfonamide C1(CC1)C1=NC=CC(=C1)S(=O)(=O)NC=1C=CC=C2C=CC=NC12